NC1=CC=NC=2N1N=CC2N(CCO)CCO 2-[(7-aminopyrazolo[1,5-a]pyrimidin-3-yl)(2-hydroxyethyl)amino]ethanol